6-((2-methoxy-4-(4-(4-methylpiperazin-1-yl)piperidin-1-yl)phenyl)amino)-4-methyl-4,9-dihydro-10H-pyrimido[5,4-b]thiazolo[5,4-e][1,4]diazepin-10-one COC1=C(C=CC(=C1)N1CCC(CC1)N1CCN(CC1)C)NC=1N=CC=2NC(C3=C(N(C2N1)C)SC=N3)=O